FC1=C(C(=CC(=C1)OCCN1CC(C1)CF)F)[C@H]1N([C@@H](CC2=C1NC1=CC=CC=C21)C)C(=O)C2COC2 [(1R,3R)-1-[2,6-difluoro-4-[2-[3-(fluoromethyl)azetidin-1-yl]ethoxy]phenyl]-3-methyl-1,3,4,9-tetrahydropyrido[3,4-b]indol-2-yl]-(oxetan-3-yl)methanone